methylpentadecan-1-ol CC(CCCCCCCCCCCCCC)O